5-[3-(2,4-dimethylphenylamino)-2-hydroxypropyl]-1,3-oxazole-2(3H)-thione CC1=C(C=CC(=C1)C)NCC(CC1=CNC(O1)=S)O